6'-(3-amino-6-(4-(4-(cyclopropylmethyl)piperazin-1-yl)phenyl)-5-fluoropyrazin-2-yl)-2',3'-dihydro-1'H-spiro[cyclopropane-1,4'-isoquinolin]-1'-one NC=1C(=NC(=C(N1)F)C1=CC=C(C=C1)N1CCN(CC1)CC1CC1)C=1C=C2C3(CNC(C2=CC1)=O)CC3